C12(C3CCCC3C(CC1)C2)CC(COCCOCCO)O tricyclo[5.2.1.02,6]decylmethyltriethylene glycol